C(CCCCCCCC)C1=CC=2NC3=CC(=CC=C3SC2C=C1)CCCCCCCCC 2,8-dinonylphenothiazine